ClC1=C(C=CC(=C1)C(=O)N1[C@H]([C@@H](N(CC1)C1=CC(=CC=C1)Cl)C)C)[S@](=O)CC(=O)OC1CCCCC1 |&1:24| (±)-Cyclohexyl 2-((2-chloro-4-(4-(3-chlorophenyl)-trans-2,3-dimethylpiperazine-1-carbonyl)phenyl)sulfinyl)acetate